1,3-di-hydroxybutane OCCC(C)O